C(C=CCCCCCCCCC)(=O)[Si](C)(C)C 2-dodecenoyl-trimethylsilicon